CC1=C2C(=C(C(=C1Cl)O)Cl)OC3=C(C(=C(C(=C3C)C(=O)OC)O)C)OC2=O methyl 8,10-dichloro-3,9-dihydroxy-1,4,7-trimethyl-6-oxobenzo[b][1,4]benzodioxepine-2-carboxylate